OC1=CC=C(C=C1)C1CC(N1)=O 4-(4-hydroxyphenyl)-2-azetidinone